[(3aR,4R,6R,6aR)-4-cyano-4-[4-[(Z)-dimethylaminomethyleneamino]pyrrolo[2,1-f][1,2,4]triazin-7-yl]-2,2-dimethyl-6,6a-dihydro-3aH-furo[3,4-d][1,3]dioxol-6-yl]methyl propyl carbonate C(OC[C@H]1O[C@]([C@H]2[C@@H]1OC(O2)(C)C)(C2=CC=C1C(=NC=NN12)\N=C/N(C)C)C#N)(OCCC)=O